OCC1=CC=C(C=C1)C1=CN=C(N1)C1N(CCCC1)C(C(C)S(=O)(=O)C)=O 1-(2-(5-(4-(hydroxymethyl)phenyl)-1H-imidazol-2-yl)piperidin-1-yl)-2-(methyl-sulfonyl)propan-1-one